Tricyclo[5.2.1.02,6]decane methacrylate C(C(=C)C)(=O)O.C12C3CCCC3C(CC1)C2